O1CCN(CC1)CCCNC(C1=CC=C(C=C1)NC(CC1=C(C=CC=2N1C=NC2)C2=CC=CC=C2)=O)=O N-(3-morpholinopropyl)-4-(2-(6-phenylimidazo[1,5-a]pyridin-5-yl)acetamido)benzamide